CN1N=CC(=N1)Br 4-bromo-2-methyltriazole